C(N1N=C(C=C1)C(=O)O)([2H])([2H])[2H] 1-(methyl-d3)-1H-pyrazole-3-carboxylic acid